3-(5-((4-(4-((5-chloro-4-((2-(isopropylsulfonyl)phenyl)amino)pyrimidin-2-yl)amino)-5-isopropoxy-2-methylphenyl)piperidin-1-yl)methyl)pyridin-3-yl)piperidine-2,6-dione ClC=1C(=NC(=NC1)NC1=CC(=C(C=C1OC(C)C)C1CCN(CC1)CC=1C=C(C=NC1)C1C(NC(CC1)=O)=O)C)NC1=C(C=CC=C1)S(=O)(=O)C(C)C